methyl (S)-4,4-dimethyl-2-(4,4,4-trifluoro-3-phenylbutanamido)pentanoate CC(C[C@@H](C(=O)OC)NC(CC(C(F)(F)F)C1=CC=CC=C1)=O)(C)C